4-((allyloxy)methyl)-2,2-dimethyl-1,3-dioxolane C(C=C)OCC1OC(OC1)(C)C